tert-Butyl (7-((4,4-difluorocyclohexyl)oxy)-2,3-dihydrobenzo[b][1,4]dioxin-5-yl)carbamate FC1(CCC(CC1)OC=1C=C(C2=C(OCCO2)C1)NC(OC(C)(C)C)=O)F